(R)-octahydropyrazino-[2,1-c][1,4]oxazine C1OCCN2[C@@H]1CNCC2